C(C)(C)(C)OC(=O)N1CCC2(CN(C2)C2=NC=C(C=C2)C=2C=3N(C=C(C2)C=2C=NN(C2)C)N=CC3C#N)CC1 2-(5-(3-cyano-6-(1-methyl-1H-pyrazol-4-yl)pyrazolo[1,5-a]pyridin-4-yl)pyridin-2-yl)-2,7-diazaspiro[3.5]nonane-7-carboxylic acid tert-butyl ester